ClC1=CC=C(C=C1)N1CCC(CC1)CC(=O)N 2-[1-(4-chlorophenyl)piperidin-4-yl]acetamide